N-((1S,3R)-3-(4-(4-(3-cyano-4-methoxypyrazolo[1,5-a]pyridin-6-yl)-1H-pyrazol-1-yl)piperidine-1-carbonyl)cyclopentyl)acryl-amide C(#N)C=1C=NN2C1C(=CC(=C2)C=2C=NN(C2)C2CCN(CC2)C(=O)[C@H]2C[C@H](CC2)NC(C=C)=O)OC